[Pt].C(=C)[Si](O[Si](C)(C)C=C)(C)C 1,3-divinyl-1,1,3,3-tetramethyldisiloxane platinum